BrC=1C=CC(=C(C(=O)C2=CC=C(C=C2)OCC)C1)Cl 5-bromo-2-chloro-4'-Ethoxybenzophenone